(2-methylimidazo[2,1-b][1,3,4]thiadiazol-6-yl)methyl-5,7-dioxo-2,3,5,7,11,11a-hexahydro[1,3]oxazolo[3,2-a]pyrido[1,2-d]pyrazine-8-carboxamide CC1=NN2C(S1)=NC(=C2)CC2CN1C(CN3C(C1=O)=CC(C(=C3)C(=O)N)=O)O2